(2-hydroxyethyl)(methylamino)benzo[b]thiophene-2-carbaldehyde OCCC1=CC=CC=2SC(=C(C21)NC)C=O